((S)-(((2R,3S,4R,5R)-5-(4-aminopyrrolo[2,1-f][1,2,4]triazin-7-yl)-5-cyano-3,4-dihydroxytetrahydrofuran-2-yl)methoxyl)(phenoxy)(phosphoryl)amino)propanoate NC1=NC=NN2C1=CC=C2[C@]2([C@@H]([C@@H]([C@H](O2)COC2=C(OP(=O)=NC(C(=O)[O-])C)C=CC=C2)O)O)C#N